4-oxo-N-((6-({[(1,3-thiazol-5-yl)methyl]amino}methyl)imidazo[1,2-a]pyridin-2-yl)methyl)-4H-pyrido[1,2-a]pyrimidine-2-carboxamide O=C1C=C(N=C2N1C=CC=C2)C(=O)NCC=2N=C1N(C=C(C=C1)CNCC1=CN=CS1)C2